7'-bromo-N,N-dimethyl-3',4'-dihydro-2'H-spiro[cyclopropane-1,1'-naphthalen]-4'-amine BrC1=CC=C2C(CCC3(C2=C1)CC3)N(C)C